C(#N)C=1C=CC=2N(C(N=C(C2N1)N1C[C@H](N(C[C@@H]1CC)C(=O)OC(C)(C)C)CC)=O)C tert-Butyl (2R,5S)-4-(6-cyano-1-methyl-2-oxo-1,2-dihydropyrido[3,2-d]pyrimidin-4-yl)-2,5-diethylpiperazine-1-carboxylate